N[C@@]1(C([C@@H](CC1)NC=1C=2N(N=CC1C(=NC1=C(C=C(C=C1)O)CC)N)C=C(C2)C=2N(N=CC2)C2OCCCC2)(C)C)C 4-[[(1R,3S)-3-amino-2,2,3-trimethyl-cyclopentyl]amino]-N'-(2-ethyl-4-hydroxy-phenyl)-6-(2-tetrahydropyran-2-ylpyrazol-3-yl)pyrrolo[1,2-b]pyridazine-3-carboxamidine